(4-(4-amino-7-methyl-7H-pyrrolo[2,3-d]pyrimidin-5-yl)-2-fluorophenyl)-2-oxo-1-phenyl-2,4,5,6-tetrahydro-1H-pyrrolo[1,2-b]pyrazole-3-carboxamide NC=1C2=C(N=CN1)N(C=C2C2=CC(=C(C=C2)C2CCN1N(C(C(=C12)C(=O)N)=O)C1=CC=CC=C1)F)C